CC1=NC2=C(N1C)C1(COC1)N(C1=C(C=CC=C21)N)C 2,3,5-trimethyl-3,5-dihydrospiro[imidazo[4,5-c]quinoline-4,3'-oxetan]-6-amine